anthracenylalanine C1(=CC=CC2=CC3=CC=CC=C3C=C12)N[C@@H](C)C(=O)O